1-benzyl-N5-(2-ethoxycyclopropyl)-N3-methyl-2-oxo-1,2-dihydropyridine-3,5-dicarboxamide C(C1=CC=CC=C1)N1C(C(=CC(=C1)C(=O)NC1C(C1)OCC)C(=O)NC)=O